2-((3-hydroxyphenylethyl)amino)-4-phenylbutanamide di-trifluoroacetate FC(C(=O)O)(F)F.FC(C(=O)O)(F)F.OC=1C=C(C=CC1)CCNC(C(=O)N)CCC1=CC=CC=C1